N1(N=CC2=CC=CC=C12)C=1C=C(C=CC1)[C@H](CC(=O)OCC)NC(=O)NC=1C(N(C=CC1O)C)=O Ethyl (S)-3-(3-(1H-Indazol-1-yl)phenyl)-3-(3-(4-hydroxy-1-methyl-2-oxo-1,2-dihydropyridin-3-yl)ureido)propanoat